tetradecanolactam C1(CCCCCCCCCCCCCN1)=O